N-[4-(7-chloro-2,4-dioxo-2,3,4,5-tetrahydro-1H-benzo[B][1,4]diazepine-1-Yl)phenyl]benzenesulfonamide ClC1=CC2=C(N(C(CC(N2)=O)=O)C2=CC=C(C=C2)NS(=O)(=O)C2=CC=CC=C2)C=C1